4-(1-acryloyl-1,4,5,6-tetrahydropyridin-3-yl)-5-fluoro-2,3-dimethyl-1H-indole-7-carboxamide C(C=C)(=O)N1C=C(CCC1)C1=C2C(=C(NC2=C(C=C1F)C(=O)N)C)C